(S)-4-(cyclopropyl(4-(5,6,7,8-tetrahydro-1,8-naphthyridin-2-yl)butyl)amino)-2-((2-methyl-2H-pyrazolo[4,3-d]pyrimidin-7-yl)amino)butanoic acid C1(CC1)N(CC[C@@H](C(=O)O)NC=1C=2C(N=CN1)=CN(N2)C)CCCCC2=NC=1NCCCC1C=C2